FC1(C(C12CCN(CC2)C(=O)OC(C)(C)C)C2=NN(C=C2)C2=C(C=C(C=C2)F)C(F)(F)F)F tert-butyl 1,1-difluoro-2-{1-[4-fluoro-2-(trifluoromethyl) phenyl]-1H-pyrazol-3-yl}-6-azaspiro[2.5]octane-6-carboxylate